C(C)(C)(C)N1C=C(C2=C1N=CN=C2N)I 7-(tert-butyl)-5-iodo-7H-pyrrolo[2,3-d]pyrimidine-4-amine